cis-1-((1H-1,2,4-triazol-1-yl)methyl)-3-methyl-6-azabicyclo[3.1.1]heptane trifluoroacetate FC(C(=O)O)(F)F.N1(N=CN=C1)CC12CC(CC(N1)C2)C